O=C([C@H](CC1=CC=CC=C1)NC(OCC1=CC=CC=C1)=O)N[C@@H](CC1=CC=CC=C1)\C=C\C1=NC=NC=C1 Benzyl ((S)-1-Oxo-3-phenyl-1-(((S,E)-1-phenyl-4-(pyrimidin-4-yl)-but-3-en-2-yl)amino)propan-2-yl)carbamate